(1R,2S,5S)-N-((S)-1-amino-1-oxo-3-(1H-1,2,3-triazol-1-yl)propan-2-yl)-3-((S)-3,3-dimethyl-2-(2,2,2-trifluoroacetamido)butanoyl)-6,6-dimethyl-3-azabicyclo[3.1.0]hexane-2-carboxamide NC([C@H](CN1N=NC=C1)NC(=O)[C@@H]1[C@H]2C([C@H]2CN1C([C@H](C(C)(C)C)NC(C(F)(F)F)=O)=O)(C)C)=O